ClC1=CC=C2C(=CN=CC2=C1Cl)C=O 7,8-dichloroisoquinoline-4-carbaldehyde